6-phenylbenzol C1(=CC=CC=C1)C1=CC=CC=C1